2-(1-methyl-1H-pyrazol-4-yl)[1,2,4]triazolo[1,5-c]quinazolin-5(6H)-one Methyl-(2-cyanophenyl)carbamate CN(C(O)=O)C1=C(C=CC=C1)C#N.CN1N=CC(=C1)C1=NN2C(NC=3C=CC=CC3C2=N1)=O